(3S,4R)-3-[(1,3-benzodioxol-5-yloxy)methyl]-4-(4-fluorophenyl)-piperidine hydrochloride hemihydrate O.Cl.O1COC2=C1C=CC(=C2)OC[C@@H]2CNCC[C@H]2C2=CC=C(C=C2)F.O2COC1=C2C=CC(=C1)OC[C@@H]1CNCC[C@H]1C1=CC=C(C=C1)F.Cl